3-azabicyclo[3.1.1]heptane-1-carboxamide C12(CNCC(C1)C2)C(=O)N